α-butylamino-pregn-5-en C(CCC)NCC[C@H]1CC[C@H]2[C@@H]3CC=C4CCCC[C@]4(C)[C@H]3CC[C@]12C